3,4-di(benzyloxy)benzoic acid C(C1=CC=CC=C1)OC=1C=C(C(=O)O)C=CC1OCC1=CC=CC=C1